The molecule is the D-enantiomer of 2,3-bisphosphoglyceric acid. It has a role as a mouse metabolite and a human blood serum metabolite. It derives from a D-glyceric acid. It is a conjugate acid of a 2,3-bisphosphonato-D-glycerate(5-). C([C@H](C(=O)O)OP(=O)(O)O)OP(=O)(O)O